ClC1=C(C=CC=C1)CC(=O)NC1=CC(=C(C=C1)N1N=C2C(N=CC=C2)=C1)S(N)(=O)=O 2-(2-Chlorophenyl)-N-[4-(2H-pyrazolo[4,3-b]pyridin-2-yl)-3-sulfamoylphenyl]acetamide